BrCCCOC1=CC=C(C=C1)C(C=CC1=C(C=CC=C1)C)=O 1-(4-(3-bromopropyloxy)phenyl)-3-(2-tolyl)-2-propen-1-one